(3-azaspiro[5.5]undecane-9,9-diyl)dimethanol C1CNCCC12CCC(CC2)(CO)CO